8-(benzo[d]thiazol-5-ylamino)-2H-spiro[thieno[2,3-g]quinoline-3,2'-[1,3]dioxolane] 1,1-dioxide S1C=NC2=C1C=CC(=C2)NC2=CC=NC=1C=C3C(=CC21)S(CC32OCCO2)(=O)=O